NC1=NC=C(C=C1C(=O)N[C@@H]1[C@H](CCC1)OCC1=CC=C(C=C1)C=1C=C2C(C[C@@H](C2=CC1)N1CCN(CC1)C)(C)C)C=1C=NN(C1)C 2-amino-N-[(1S,2S)-2-({4-[(1S)-3,3-dimethyl-1-(4-methylpiperazin-1-yl)-2,3-dihydro-1H-inden-5-yl]phenyl}methoxy)cyclopentyl]-5-(1-methyl-1H-pyrazol-4-yl)pyridine-3-carboxamide